(R)-7-(3,4-Difluorobenzyl)-6-(methoxymethyl)-2-(5-methyl-2-((1-methyl-1H-pyrazol-5-yl)amino)pyrimidin-4-yl)-6,7-dihydroimidazo[1,2-a]pyrazin-8(5H)-one Adipic acid salt C(CCCCC(=O)O)(=O)O.FC=1C=C(CN2C(C=3N(C[C@@H]2COC)C=C(N3)C3=NC(=NC=C3C)NC3=CC=NN3C)=O)C=CC1F